COC1=CC=C(CN(C2=CC=NC=3N2N=CC3C(=O)N[C@H]3[C@@H](CC3)OC)C)C=C1 7-((4-methoxybenzyl)(methyl)amino)-N-((1r,2r)-2-methoxycyclobutyl)pyrazolo[1,5-a]pyrimidine-3-carboxamide